N1=CC=C(C=C1)C=1N=C(C2=C(N1)C=NC=C2)N2CCC1(CCN(C1)[C@H]1C[C@H](CC1)O)CC2 (1S,3R)-3-(8-(2-(pyridin-4-yl)pyrido[3,4-d]pyrimidin-4-yl)-2,8-diazaspiro[4.5]decan-2-yl)cyclopentan-1-ol